1-[(2R,3R)-2-(2-chloro-5-fluoro-3-methylphenyl)-3-(piperazin-1-yl)pyrrolidin-1-yl]-2-[3-cyclopropyl-5-(trifluoromethyl)-1H-pyrazol-1-yl]ethan-1-one hydrochloride Cl.ClC1=C(C=C(C=C1C)F)[C@H]1N(CC[C@H]1N1CCNCC1)C(CN1N=C(C=C1C(F)(F)F)C1CC1)=O